N-[2-(4-{[1-[2-(3-cyanophenyl)ethyl]-5-methylpyrrolidin-3-yl]methoxy}benzenesulfonyl)ethyl]-N-methylacetamide C(#N)C=1C=C(C=CC1)CCN1CC(CC1C)COC1=CC=C(C=C1)S(=O)(=O)CCN(C(C)=O)C